6-(1,3-dimethyl-1H-pyrazol-4-yl)-2-(6-(((1R,3s,5S)-1,5-dimethyl-8-azabicyclo[3.2.1]octan-3-yl)oxy)pyridazin-3-yl)-2,3-dihydro-1H-pyrrolo[3,4-c]pyridin-1-one CN1N=C(C(=C1)C1=CC2=C(C=N1)CN(C2=O)C=2N=NC(=CC2)OC2C[C@]1(CC[C@@](C2)(N1)C)C)C